ethyl 2,4-dihydroxypyrrolo[1,2-a]pyrimidine-8-carboxylate OC1=NC=2N(C(=C1)O)C=CC2C(=O)OCC